FC=1C=CC(=C(C(=O)N(C(C)C)C(C)C)C1)N1C(=C(C=2C1=CN=CC2)C(=O)[C@H]2C[C@@H](NCC2)C)C |&1:27| 5-fluoro-N,N-diisopropyl-2-(2-methyl-3-((2S,4RS)-2-methylpiperidine-4-carbonyl)-1H-pyrrolo[2,3-c]pyridin-1-yl)benzamide